C(C1=CC=CC=C1)O[C@H]1C[C@@H](N(C1)C(=O)OC(C)(C)C)COC1=C(C(=CC(=C1)C)O[C@@H](C=O)C)C(=O)OC tert-Butyl (2R,4S)-4-(benzyloxy)-2-((2-(methoxycarbonyl)-5-methyl-3-(((R)-1-oxopropan-2-yl)oxy)phenoxy)methyl)pyrrolidin-1-carboxylate